1-([1,4'-bipiperidin]-4-yl)-3-(4-(4-methoxyphenoxy)phenyl)-1H-pyrazolo[3,4-d]pyrimidin-4-amine N1(CCC(CC1)N1N=C(C=2C1=NC=NC2N)C2=CC=C(C=C2)OC2=CC=C(C=C2)OC)C2CCNCC2